O=C1CC[C@H](N1C(=O)OC(C)(C)C)C(=O)OCC O1-tert-butyl O2-ethyl (2S)-5-oxopyrrolidine-1,2-dicarboxylate